pyrazolo[1,5-a][1,3,5]triazin-4-amine formate C(=O)O.N=1C=2N(C(=NC1)N)N=CC2